2,4-di-tert-butylphenyl-aluminum phosphate P(=O)([O-])([O-])[O-].C(C)(C)(C)C1=C(C=CC(=C1)C(C)(C)C)[Al+3]